BrC1=C(OCC(C)C)C=CC=C1 1-(2-bromophenoxy)-2-methylpropan